4,5,7-trimethoxy-N-(4-(coumarin-3-yl)thiazole-2-yl)-9,10-dicarbonyl-9,10-dihydroanthracene-2-formamide COC1=CC(=CC=2C(C3=CC(=CC(=C3C(C12)=C=O)OC)OC)=C=O)C(=O)NC=1SC=C(N1)C=1C(OC2=CC=CC=C2C1)=O